C(#N)C(CCC(=O)O)(C)S(=O)(=O)C(=SCC)S(=O)(=O)O 4-Cyano-4-[(ethylsulfothiocarbonyl)sulfonyl]pentanoic Acid